Cl.N[C@H](CC(=O)OC)CC(C)C methyl (S)-3-amino-5-methylhexanoate hydrochloride